C(#N)C=1C(=C(C=CC1)C1=C2C(=CN=C1)SC(=C2)C#N)C=2C(=NN(C2)CC)C(F)(F)F 4-(3-Cyano-2-(1-ethyl-3-(trifluoromethyl)-1H-pyrazol-4-yl)phenyl)thieno(2,3-c)pyridine-2-carbonitrile